[2-(5-Aminopyrazin-2-yl)ethynyl]-4-(difluoromethoxy)-N-[(1S,2S,4S)-2-hydroxy-4-(trifluoromethoxy)cyclopentyl]benzamide NC=1N=CC(=NC1)C#CC1=C(C(=O)N[C@@H]2[C@H](C[C@H](C2)OC(F)(F)F)O)C=CC(=C1)OC(F)F